2-methyl-4-nitro-N-(5-(trifluoromethyl)-1H-benzo[d]imidazol-2-yl)benzenesulfonamide CC1=C(C=CC(=C1)[N+](=O)[O-])S(=O)(=O)NC1=NC2=C(N1)C=CC(=C2)C(F)(F)F